Tert-butyl (3-isopropyl-6,7-dihydro-5H-cyclopenta[c]pyridin-4-yl)carbamate C(C)(C)C1=C(C2=C(C=N1)CCC2)NC(OC(C)(C)C)=O